N-(5-(4-difluoromethoxyphenyl)-1,3,4-thiadiazol-2-yl)-1-ethyl-4-hydroxy-2-quinolone-3-carboxamide FC(OC1=CC=C(C=C1)C1=NN=C(S1)NC(=O)C=1C(N(C2=CC=CC=C2C1O)CC)=O)F